COC1=CC=C(C=C1)C1=NOC(=N1)N1CCC(CC1)C(=O)NCC1(CCOCC1)C1=CC=CC=C1 1-(3-(4-Methoxyphenyl)-1,2,4-oxadiazol-5-yl)-N-((4-phenyltetrahydro-2H-pyran-4-yl)methyl)piperidine-4-carboxamide